C1(=CC=CC=C1)[C@H]1CC2(CN(C2)C(=O)OC(C)(C)C)CC1 |o1:6| tert-Butyl (R*)-6-phenyl-2-azaspiro[3.4]octane-2-carboxylate